N(=[N+]=[N-])[C@@](C)(CC)C1=CN=C(C2=CN=C(C=C12)Cl)OC1(CC1)C (S)-4-(2-azidobutan-2-yl)-6-chloro-1-(1-methylcyclopropoxy)-2,7-naphthyridine